C(C1=CC=CC=C1)OC1=CC(=C(C#N)C=C1OC=1C(=C2C=CN(C2=C(C1F)F)S(=O)(=O)C1=CC=C(C=C1)C)S)F 4-benzyloxy-5-[6,7-difluoro-1-(p-tolylsulfonyl)-4-sulfanyl-indol-5-yl]oxy-2-fluoro-benzonitrile